O=C1NC(CCC1N1C(C2=CC=C(C=C2C1=O)CCCN(C(OC(C)(C)C)=O)C)=O)=O tert-butyl N-[3-[2-(2,6-dioxo-3-piperidyl)-1,3-dioxo-isoindolin-5-yl]propyl]-N-methyl-carbamate